7-[2-[(1R,5S)-3-azabicyclo[3.1.0]hexan-1-yl]ethynyl]-N-(3-chloro-2-fluoro-phenyl)-6-nitro-quinazolin-4-amine [C@]12(CNC[C@H]2C1)C#CC1=C(C=C2C(=NC=NC2=C1)NC1=C(C(=CC=C1)Cl)F)[N+](=O)[O-]